2-(4-(1H-tetrazol-5-yl)benzyl)-2-(((2R,3R,4S,5R)-5-(6-amino-2-chloro-9H-purin-9-yl)-4-fluoro-3-hydroxytetrahydro-furan-2-yl)methoxy)malonic acid N1N=NN=C1C1=CC=C(CC(C(=O)O)(C(=O)O)OC[C@H]2O[C@H]([C@H]([C@@H]2O)F)N2C3=NC(=NC(=C3N=C2)N)Cl)C=C1